C1NCCC2=CC=CC(=C12)C(=O)N dihydro-1H-isoquinoline-8-carboxamide